8-[1-(2,2-difluoroethyl)-1H-pyrazolo[3,4-b]pyrazin-6-yl]-2-{[2-(trifluoromethyl)-1,3-thiazol-5-yl]methyl}-2,8-diazaspiro[4.5]decan-3-one FC(CN1N=CC=2C1=NC(=CN2)N2CCC1(CC(N(C1)CC1=CN=C(S1)C(F)(F)F)=O)CC2)F